FC1CN(C1)C/C=C/S(=O)(=O)CCNC 2-[(E)-3-(3-fluoroazetidin-1-yl)prop-1-enyl]sulfonyl-N-methyl-ethanamine